CN1CCC(CC1)NC(=O)C=1C=NN2C1C=C(C=C2)C2=CNC=1N=C(N=CC12)NC1CCOCC1 N-(1-methylpiperidin-4-yl)-5-(2-((tetrahydro-2H-pyran-4-yl)amino)-7H-pyrrolo[2,3-d]pyrimidin-5-yl)pyrazolo[1,5-a]pyridine-3-carboxamide